2-[4-(cyclopropoxy)-1-oxo-6-(trifluoromethyl)phthalazin-2-yl]-N-(5-fluoropyrimidin-2-yl)acetamide C1(CC1)OC1=NN(C(C2=CC=C(C=C12)C(F)(F)F)=O)CC(=O)NC1=NC=C(C=N1)F